COCCOC1CCC(CC1)C=1C(=NC(=NC1C1=CN=CS1)C1=CN=CS1)C(=O)N ((1r,4r)-4-(2-methoxyethoxy)cyclohexyl)-2,6-bis(thiazol-5-yl)pyrimidine-4-carboxamide